NC1=NC=2C=CC(=CC2C2=C1[C@@H](OC2)C)C(=O)N(CC2=NC=C(C=C2)C(F)(F)F)[C@H]2COCC2 (3S)-4-amino-3-methyl-N-((3R)-tetrahydro-3-furanyl)-N-((5-(trifluoromethyl)-2-pyridinyl)methyl)-1,3-dihydrofuro[3,4-c]quinoline-8-carboxamide